Hydroxyphenylglycine ONC(C1=CC=CC=C1)C(=O)O